FC=1C=C2NC(C=3N(C2=C(C1C1=C2C=CC=NC2=CC=C1)F)C(=NN3)C)(C)C 7,9-Difluoro-1,4,4-trimethyl-8-quinolin-5-yl-5H-[1,2,4]triazolo[4,3-a]quinoxaline